N-(2-chloro-3-fluorobenzoyl)-O-(trans-3-(2-(5,6,7,8-tetrahydro-1,8-naphthyridin-2-yl)ethyl)cyclobutyl)homoserine ClC1=C(C(=O)N[C@@H](CCO[C@@H]2C[C@H](C2)CCC2=NC=3NCCCC3C=C2)C(=O)O)C=CC=C1F